N-methyl-n-butyl-pyrrolidinium tert-butyl-3-chloro-2-(dimethylcarbamoyl)-4,6,7,8-tetrahydropyrazolo[1,5-a][1,4]diazepine-5-carboxylate C(C)(C)(C)OC(=O)N1CC=2N(CCC1)N=C(C2Cl)C(N(C)C)=O.C[N+]2(CCCC2)CCCC